(E)-4-(4-chloro-2-fluorophenyl)-N-cyanopiperazine-1-carbimidate ClC1=CC(=C(C=C1)N1CCN(CC1)\C(\[O-])=N/C#N)F